C1=CC=CC=2SC3=CC=CC=C3N(C12)C1=CC=C(C=C1)/C(/C#N)=C/C1=CC=C(C=C1)C(=C(C1=CC=CC=C1)C1=CC=CC=C1)C1=CC=CC=C1 (Z)-2-(4-(10H-phenothiazin-10-yl)phenyl)-3-(4-(1,2,2-triphenylvinyl)phenyl)acrylonitrile